C(#N)C=1C=C(C=CC1)C=1N(C=C(N1)C)O (3-cyanophenyl)-1-hydroxy-4-methyl-1H-imidazole